5-bromobenzofuran-6-thiol BrC=1C(=CC2=C(C=CO2)C1)S